(rac)-N,N-dimethyl-2-(2-oxo-4-(o-tolyl)-2H-chromen-7-yl)cyclopropane-1-carboxamide CN(C(=O)C1C(C1)C1=CC=C2C(=CC(OC2=C1)=O)C1=C(C=CC=C1)C)C